CN(C(N)=O)C 3,3-dimethyl-urea